diethylene glycol monooleyl ether C(CCCCCCC\C=C/CCCCCCCC)OCCOCCO